Samarium(III) fluorid [F-].[Sm+3].[F-].[F-]